4-chloro-N-(2-(isopropylsulfonyl)phenyl)-1,3,5-triazin-2-amine ClC1=NC(=NC=N1)NC1=C(C=CC=C1)S(=O)(=O)C(C)C